C(C1=CC=CC=C1)(=S)O thiobenzoic O-acid